3-(3,5-dimethyl-1-(3-methyl-[1,2,4]triazolo[4,3-b]pyridazin-6-yl)-1H-pyrazol-4-yl)-1-(4-(2,5-dimethylphenyl)piperazin-1-yl)propan-1-one CC1=NN(C(=C1CCC(=O)N1CCN(CC1)C1=C(C=CC(=C1)C)C)C)C=1C=CC=2N(N1)C(=NN2)C